FC(CN1N=CC=2C1=NC(=CN2)N2CC1(CC(C1)OC1=NC=CC(=C1)C(F)(F)F)CCC2)F 6-[1-(2,2-difluoroethyl)-1H-pyrazolo[3,4-b]pyrazin-6-yl]-2-{[4-(trifluoromethyl)pyridin-2-yl]oxy}-6-azaspiro[3.5]nonane